FC(COC=1C(=NC=C(C1)F)OC=1C=CC2=C(N(C(=N2)C(=O)NC2(CS(C2)(=O)=O)C)C)C1)F 6-((3-(2,2-difluoroethoxy)-5-fluoropyridin-2-yl)oxy)-1-methyl-N-(3-methyl-1,1-dioxidothietan-3-yl)-1H-benzo[d]imidazole-2-carboxamide